N-(1-cyclobutyl-6-(2-hydroxypropan-2-yl)-1H-benzo[d]imidazol-2-yl)-4,4-difluoro-3,3-dimethylbutanamide C1(CCC1)N1C(=NC2=C1C=C(C=C2)C(C)(C)O)NC(CC(C(F)F)(C)C)=O